6-{5-chloro-2-[(oxan-4-yl)amino]pyrimidin-4-yl}-2-[2-oxo-2-(piperidin-1-yl)ethyl]-2,3-dihydro-1H-isoindol-1-one ClC=1C(=NC(=NC1)NC1CCOCC1)C1=CC=C2CN(C(C2=C1)=O)CC(N1CCCCC1)=O